4-[4-chloro-6-(1-ethoxyethenyl)pyridin-2-yl]morpholine ClC1=CC(=NC(=C1)C(=C)OCC)N1CCOCC1